monomethyl-aniline CC1=CC=C(N)C=C1